COC(/C(=C/C1=CC=C2C(=NN(C2=C1F)C1OCCCC1)C)/F)=O.FC=1C=C(C=CC1)C#C 3-fluorophenyl-acetylene methyl-(Z)-2-fluoro-3-(7-fluoro-3-methyl-1-(tetrahydro-2H-pyran-2-yl)-1H-indazol-6-yl)acrylate